Cl.BrC1=C(C(=C(C=C1)[C@@H](C)N)C)C (1R)-1-(4-bromo-2,3-dimethylphenyl)ethylamine hydrochloride